FC1(C[C@@H](CCC1)NC1=CC=CC=C1)F |r| racemic-N-[3,3-difluorocyclohexyl]aniline